1-(1-(4-Cyanopyridin-2-yl)piperidin-4-yl)-3-(pyridin-3-yl)urea C(#N)C1=CC(=NC=C1)N1CCC(CC1)NC(=O)NC=1C=NC=CC1